2-chloro-N-(1-(6-(2-methoxyphenyl)pyridazin-3-yl)piperidin-3-yl)-5-nitrobenzamide ClC1=C(C(=O)NC2CN(CCC2)C=2N=NC(=CC2)C2=C(C=CC=C2)OC)C=C(C=C1)[N+](=O)[O-]